[6-(2-chloro-5-fluorophenyl)-3-(2,2-difluoroethyl)-2-methyl-8-oxo-7,8-dihydro-6H-pyrrolo[4,3-g]indazol-5-yl]-6-fluoro-1,1-dioxo-1λ6-benzo[b]thiophene-3-carboxamide ClC1=C(C=C(C=C1)F)C1NC(C2=C1C(=CC1=C(N(N=C21)C)CC(F)F)C2=C(C1=C(S2(=O)=O)C=C(C=C1)F)C(=O)N)=O